3,4-di-hydroxybutane OC(CC)CO